3-Deuterio-4-[[(2R,3S,4R,5S)-3-(3,4-difluoro-2-methoxyphenyl)-4,5-dimethyl-5-(trifluoromethyl)tetrahydrofuran-2-carbonyl]amino]pyridin-2-carboxamid [2H]C=1C(=NC=CC1NC(=O)[C@@H]1O[C@@]([C@@H]([C@H]1C1=C(C(=C(C=C1)F)F)OC)C)(C(F)(F)F)C)C(=O)N